BrC1=CC=C(C=C1)C(\C=C\C1=CC(=C(C=C1)O)O)=O (E)-1-(4-Bromophenyl)-3-(3,4-dihydroxyphenyl)prop-2-en-1-one